6-chloro-N-(5-chloro-3,6-difluoropyridin-2-yl)-7-(3,5-dimethyl-1,2-oxazol-4-yl)-1H-indole-3-sulfonamide ClC1=CC=C2C(=CNC2=C1C=1C(=NOC1C)C)S(=O)(=O)NC1=NC(=C(C=C1F)Cl)F